3,7-dimethyloct-6-enyl butanoate C(CCC)(=O)OCCC(CCC=C(C)C)C